1-methyl-2-(3-chlorophenyl)cyclopropane CC1C(C1)C1=CC(=CC=C1)Cl